ClC1=C(C=C(C=C1)C#CC(C)N)C1(CC1)C 4-(4-chloro-3-(1-methylcyclopropyl)phenyl)-but-3-yn-2-amine